ClC=1C=C(C=CC1C1CCCCC1)C#CCN1CCC(CC1)C1=CC=CC=C1 1-[3-(3-chloro-4-cyclohexylphenyl)prop-2-ynyl]-4-phenylpiperidine